1-(tert-butyl) 2-methyl (R,Z)-4-(4-chlorobenzylidene)pyrrolidine-1,2-dicarboxylate ClC1=CC=C(\C=C/2\C[C@@H](N(C2)C(=O)OC(C)(C)C)C(=O)OC)C=C1